OCCNC1CCCCC1 N-(2-hydroxyethyl)-cyclohexylamine